1-hydroxypentacosan-13-one OCCCCCCCCCCCCC(CCCCCCCCCCCC)=O